7-[4-(trifluoromethyl)phenyl]-3,4-dihydro-2H-1-benzopyran-4-one FC(C1=CC=C(C=C1)C1=CC2=C(C(CCO2)=O)C=C1)(F)F